(3S,4R)-4-fluoro-1-methyl-piperidin-3-amine F[C@H]1[C@H](CN(CC1)C)N